2-(2,6-dioxo-3-piperidyl)-5-[4-[[6-[[4-[6-[5-(1-methylcyclopropoxy)-2H-indazol-3-yl]pyrimidin-4-yl]piperazin-1-yl]methyl]pyridazin-3-yl]methyl]piperazin-1-yl]isoindoline-1,3-dione O=C1NC(CCC1N1C(C2=CC=C(C=C2C1=O)N1CCN(CC1)CC=1N=NC(=CC1)CN1CCN(CC1)C1=NC=NC(=C1)C=1NN=C2C=CC(=CC12)OC1(CC1)C)=O)=O